bis(tert-butylimino)bis(tert-butylamino)tungsten C(C)(C)(C)N=[W](NC(C)(C)C)(NC(C)(C)C)=NC(C)(C)C